N1C(=NC2=C1C=CC=C2)CCNCCC=2SC(=C(N2)C(=O)NCC2=NC=CC=N2)C 2-(2-{[2-(1H-1,3-Benzodiazol-2-yl)ethyl]amino}ethyl)-5-methyl-N-(pyrimidin-2-ylmethyl)-1,3-thiazole-4-carboxamide